N-(((3R,4S)-4-(benzoyloxy)-1-(benzylsulfonyl)-4-(3-hydroxyphenyl)piperidin-3-yl)methyl)-N-benzyl-N-(methyl-d3)methylammonium bromide [Br-].C(C1=CC=CC=C1)(=O)O[C@@]1([C@@H](CN(CC1)S(=O)(=O)CC1=CC=CC=C1)C[N+](C([2H])([2H])[2H])(CC1=CC=CC=C1)C)C1=CC(=CC=C1)O